Cl[C@@H](CN1C2=NC=NC(=C2N=C1)N)C (R)-9-(2-chloropropyl)adenine